4-chloro-6-methyl-2-(trifluoromethyl)thieno[2,3-d]pyrimidine ClC=1C2=C(N=C(N1)C(F)(F)F)SC(=C2)C